Cl.N[C@H](C(=O)OC(C(=O)NC(C)(C)C)C)CC1=CC(=CC=C1)S(=O)(=O)N1CC(C1)(C1=CC=CC=C1)OC1=CC(=CC=C1)F 1-(tert-Butylamino)-1-oxopropan-2-yl (2S)-2-amino-3-(3-{[3-(3-fluorophenoxy)-3-phenylazetidin-1-yl]sulfonyl}phenyl)propanoate monohydrochloride